[N+](=O)([O-])C1=CC=C(C=C1)C(C(CO)N)O 1-p-nitrophenyl-2-amino-1,3-propanediol